1,4,7-tris(carboxymethyl)-10-(2'-hydroxypropyl)-1,4,7,10-tetraazacyclododecane C(=O)(O)CN1CCN(CCN(CCN(CC1)CC(C)O)CC(=O)O)CC(=O)O